1-vinyl-4-[tri(4-vinylphenyl)methyl]benzene C(=C)C1=CC=C(C=C1)C(C1=CC=C(C=C1)C=C)(C1=CC=C(C=C1)C=C)C1=CC=C(C=C1)C=C